ethyl 2-(2-aminoethylcarbamoyl)-4-methyl-thiazole-5-carboxylate NCCNC(=O)C=1SC(=C(N1)C)C(=O)OCC